ethyl 4-chloro-5-[[4-(4-pyridyl)piperazin-1-yl]methyl]thiophene-2-carboxylate ClC=1C=C(SC1CN1CCN(CC1)C1=CC=NC=C1)C(=O)OCC